[S+2].C(C)(=O)[O-].[Ni+2].C(C)(=O)[O-].C(C)(=O)[O-].C(C)(=O)[O-] Nickel(II) acetat sulphur